bis((2-bromo-4-fluorophenoxy)methyl)diethylgermane BrC1=C(OC[Ge](CC)(CC)COC2=C(C=C(C=C2)F)Br)C=CC(=C1)F